2-(1-(cyclopropylsulfonyl)-1H-pyrazol-4-yl)-N-(4-(4-((2,2-difluoroethyl)amino)piperidin-1-yl)-5-((1-methyl-1H-pyrazol-4-yl)ethynyl)pyridin-2-yl)pyrimidin-4-amine C1(CC1)S(=O)(=O)N1N=CC(=C1)C1=NC=CC(=N1)NC1=NC=C(C(=C1)N1CCC(CC1)NCC(F)F)C#CC=1C=NN(C1)C